NC=1C2=C(N=CN1)N(C=C2C#CC2=C(C1=C(N(C=N1)C)C=C2F)F)[C@H]2C[C@@H](N(C2)C(C=C)=O)COC(F)(F)F 1-((2R,4S)-4-(4-amino-5-((4,6-difluoro-1-methyl-1H-benzo[d]imidazol-5-yl)ethynyl)-7H-pyrrolo[2,3-d]pyrimidin-7-yl)-2-((trifluoromethoxy)methyl)pyrrolidin-1-yl)prop-2-en-1-one